The molecule is conjugate acid of (S)-piperazine-2-carboxamide arising from selective protonation at the 4-position. It is a conjugate acid of a (S)-piperazine-2-carboxamide. C1CN[C@@H](C[NH2+]1)C(=O)N